C1(=CC=CC=C1)C(C(Cl)C1=CC=CC=C1)Cl 1,2-Diphenyl-1,2-di-chloroethan